C(CCC)OC=CC(C(F)(F)F)=O 4-butoxy-1,1,1-trifluoro-3-butene-2-one